C1(=CC=CC=2C3=CC=CC=C3NC12)B(O)O CARBAZOLE-1-BORONIC ACID